(2S)-3-[3-[(3-Chlorobenzyl)sulfamoyl]phenyl]-2-[(3R)-pyrrolidin-3-yl]propanoic acid ClC=1C=C(CNS(=O)(=O)C=2C=C(C=CC2)C[C@H](C(=O)O)[C@@H]2CNCC2)C=CC1